IN1CN(C=CC1)C=1C=NN(C1)C(C([2H])([2H])[2H])(C([2H])([2H])[2H])[2H] 3-iodo-1-(propan-2-yl-d7-1H-pyrazol-4-yl)pyrimidine